tert-butyl (2S,7S*)-2-{[(1S)-1-cyano-2-[4-(3-methyl-2-oxo-2,3-dihydro-1,3-benzoxazol-5-yl)phenyl]ethyl]carbamoyl}-7-hydroxy-1,4-oxazocane-4-carboxylate C(#N)[C@H](CC1=CC=C(C=C1)C=1C=CC2=C(N(C(O2)=O)C)C1)NC(=O)[C@H]1OC[C@H](CCN(C1)C(=O)OC(C)(C)C)O |o1:27|